4-(4-bromo-1H-imidazol-1-yl)phenyl-(4-Bromo-1H-imidazol-1-yl)-4-nitrobenzene BrC=1N=CN(C1)C1=CC=C(C=C1)C1=C(C=CC(=C1)[N+](=O)[O-])N1C=NC(=C1)Br